(5S,6S)-Cyclobutyl-5-(4-(4-(dimethoxymethyl)piperidin-1-yl)phenyl)-5,6,7,8-tetrahydronaphthalen-2-ol C1(CCC1)C1=C(C=CC=2[C@@H](CCCC12)C1=CC=C(C=C1)N1CCC(CC1)C(OC)OC)O